2-methylenehexanenitrile C=C(C#N)CCCC